2-(4-aminophenyl)-4-(2,6-difluorobenzyl)-2,4-dihydro-3H-1,2,4-triazol-3-one NC1=CC=C(C=C1)N1N=CN(C1=O)CC1=C(C=CC=C1F)F